4-((4-(2-(4-((6-(4-(4-(2-(2,6-dioxopiperidin-3-yl)-1,3-dioxoisoindoline-5-yl)piperazin-1-yl)butoxy)hexyl)oxy)phenyl)propan-2-yl)phenoxy)methyl)pyrimidine O=C1NC(CCC1N1C(C2=CC=C(C=C2C1=O)N1CCN(CC1)CCCCOCCCCCCOC1=CC=C(C=C1)C(C)(C)C1=CC=C(OCC2=NC=NC=C2)C=C1)=O)=O